F\C(\C(=O)OC)=C/C1=CC=C2C(=NNC2=C1F)C#C[Si](C)(C)C methyl (Z)-2-fluoro-3-(7-fluoro-3-((trimethylsilyl)ethynyl)-1H-indazol-6-yl)acrylate